C1(=CC=CC=C1)N1N=C(C=C1)NCCC1=CC=C(C=C1)C(F)(F)F 1-phenyl-N-(4-(trifluoromethyl)phenethyl)-1H-pyrazol-3-amine